C(#N)C=1C=C(C=CC1)C=1N=C(SC1C1=CC(=NC(=C1)C)C)NC(=O)N1C[C@@H]2[C@H](C1)COC2 (3aR,6aS)-N-[4-(3-Cyanophenyl)-5-(2,6-dimethyl-4-pyridyl)thiazol-2-yl]-1,3,3a,4,6,6a-hexahydrofuro[3,4-c]pyrrol-5-carboxamid